3-(3-methylpyridin-2-yl)-3-oxopropionic acid ethyl ester C(C)OC(CC(=O)C1=NC=CC=C1C)=O